N-((R)-1-(4-(cyclopropanesulphonylamino)pyridin-2-yl)-2-((S)-piperidin-2-yl)ethyl)-5-(6-ethoxypyrazin-2-yl)thiazole-2-carboxamide C1(CC1)S(=O)(=O)NC1=CC(=NC=C1)[C@@H](C[C@H]1NCCCC1)NC(=O)C=1SC(=CN1)C1=NC(=CN=C1)OCC